2-((1R,2R)-2-aminocyclohexyl)-5-chloro-3-methyl-N-(thiophen-2-ylmethyl)thieno[3,2-b]pyridin-7-amine N[C@H]1[C@@H](CCCC1)C1=C(C2=NC(=CC(=C2S1)NCC=1SC=CC1)Cl)C